6,7,8,9-tetrahydro-5H-cyclohepta[b]pyridin-3-amine N1=C2C(=CC(=C1)N)CCCCC2